C(C)(C)(C)OC(=O)NC[C@H](C)OC(CCC(=O)C=1SC2=C(C1)C(=C(C(=C2)OC)O)F)=O [(1S)-2-(tert-butoxycarbonylamino)-1-methyl-ethyl]-4-(4-fluoro-5-hydroxy-6-methoxy-benzothiophen-2-yl)-4-oxo-butanoate